FC(CN(C1=CC(=CC(=C1)F)C=1C=NC(=CC1)C(F)F)C1=NC(NC2=CC=CC(=C12)F)=O)F 4-[N-(2,2-difluoroethyl)-3-[6-(difluoromethyl)-3-pyridyl]-5-fluoro-anilino]-5-fluoro-1H-quinazolin-2-one